1-((1-Ethyl-1H-imidazol-5-yl)methyl)-4-fluoro-1H-benzo[d]imidazole-6-carboxylic acid methyl ester COC(=O)C=1C=C(C2=C(N(C=N2)CC2=CN=CN2CC)C1)F